(S)-2-(N-(4-amino-5-benzoyl-thiazol-2-yl)-3-methyl-anilino)propanamide NC=1N=C(SC1C(C1=CC=CC=C1)=O)N(C1=CC(=CC=C1)C)[C@H](C(=O)N)C